1-benzoyl-5-(hydroxydiphenylmethyl)-3-phenylpyrazoline C(C1=CC=CC=C1)(=O)N1NC(=CC1C(C1=CC=CC=C1)(C1=CC=CC=C1)O)C1=CC=CC=C1